BrC=1C=C(CN2CCN3C2=NC(C2=C3C(CN(C2)CC=2C=C(C#N)C=CC2)(F)F)=O)C=CC1F 3-((3-(3-bromo-4-fluorobenzyl)-9,9-difluoro-5-oxo-1,2,3,5,8,9-hexahydroimidazo[1,2-a]pyrido[3,4-e]pyrimidin-7(6H)-yl)methyl)benzonitrile